N[C@@H]1C2=CC=CC=C2CC12CCN(CC2)C=2N=CC(=NC2CO)C#CCOC2=CC(=C(C(=O)N)C=C2)Cl (S)-4-((3-(5-(1-Amino-1,3-dihydrospiro[indene-2,4'-piperidin]-1'-yl)-6-(hydroxymethyl)Pyrazin-2-yl)prop-2-yn-1-yl)oxy)-2-chlorobenzamide